3-methyl-N-(1-(1H-pyrazol-4-yl)ethyl)-4-((6-(trifluoromethyl)pyridin-3-yl)methyl)-1H-pyrrole-2-carboxamide CC1=C(NC=C1CC=1C=NC(=CC1)C(F)(F)F)C(=O)NC(C)C=1C=NNC1